CNC1=C2C=CC=C(C2=CC=C1)S(=O)(=O)NC1=CC=C(C=C1)CN1CCOCC1 5-(methylamino)-N-(4-(morpholinomethyl)phenyl)naphthalene-1-sulfonamide